C(#N)C=1C=C(C=CC1OCC(C)C)C=1SC(=C(N1)C)C(=O)O 2-(3-cyano-4-isobutoxyphenyl)-4-methylthiazole-5-formic acid